N1[C@@H](C[C@@H](O)C1)C(=O)O Hydroxyprolin